1-methyl-2H-pyrazolo[3,4-b]pyridin-3-one CN1NC(C=2C1=NC=CC2)=O